C(#N)C1=CC=C(C=C1)C1=C(C(=C(N=N1)N1CCC(CCC1)(F)F)C(=O)NC1=CC(=CC=C1)[S@@](=O)(=N)C)C (R)-6-(4-cyanophenyl)-3-(4,4-difluoroazepan-1-yl)-5-methyl-N-(3-(S-methylsulfonimidoyl)phenyl)pyridazine-4-carboxamide